ClC1=CC=C(C=C1)C1=CC=C(C=C1)C1=CC=C(C=C1)C 4-chloro-4''-methyl-1,1':4',1''-terphenyl